OCCSC=1C=C(C=C(C1)SCCO)C[C@@H](C(=O)N[C@H](C(=O)OCC)CC=1SC=CC1)NC(=O)OC(C)(C)C Ethyl (2S)-2-[[(2S)-3-[3,5-bis(2-hydroxyethylsulfanyl)phenyl]-2-(tert-butoxycarbonyl amino)propanoyl]amino]-3-(2-thienyl)propanoate